CC1CC(C1)(C1=NN=CN1C)C=1C=C(C=NC1)N=C(C1=CC=CC=C1)C1=CC=CC=C1 N-(5-((1s,3s)-3-methyl-1-(4-methyl-4H-1,2,4-triazol-3-yl)cyclobutyl)pyridin-3-yl)-1,1-diphenylmethanimine